5-benzyl-1H-Triazole C(C1=CC=CC=C1)C1=CN=NN1